tert-butyl 2-[(methylamino)methyl]-1-piperidinecarboxylate CNCC1N(CCCC1)C(=O)OC(C)(C)C